OC1=C(C(N(CC1)CC=1C=NC(=CC1)OC1=CC=C(C=C1)C)=O)C(=O)NCC(=O)O N-[(4-hydroxy-1-{1-[6-(4-methylphenoxy)-3-pyridinyl]methyl}-2-oxo-1,2,5,6-tetrahydro-3-pyridinyl)carbonyl]glycine